OCCN1CC(CCC1)C(=O)O 1-(2-hydroxy-ethyl)-piperidine-3-carboxylic acid